3-[(5-CHLORO-1-METHYL-1H-IMIDAZOL-2-YL)METHOXY]BENZALDEHYDE ClC1=CN=C(N1C)COC=1C=C(C=O)C=CC1